C(C)(=O)O[C@@H]1C[C@@H]2C[C@@](CC[C@@]2([C@H]2CC[C@@]3([C@H](CC[C@H]3[C@H]12)[C@@H](CCC(=O)O)C)C)C)(C(C)C)O (R)-4-((3S,5R,7R,8R,9S,10S,13R,14S,17R)-7-acetoxy-3-hydroxy-3-isopropyl-10,13-dimethylhexadecahydro-1H-cyclopenta[a]phenanthren-17-yl)pentanoic acid